(R)-hydroxybutyryl-CoA OCCCC(=O)SCCNC(CCNC([C@@H](C(COP(OP(OC[C@@H]1[C@H]([C@H]([C@@H](O1)N1C=NC=2C(N)=NC=NC12)O)OP(=O)(O)O)(=O)O)(=O)O)(C)C)O)=O)=O